NC1=C(C(=O)NC23CC(C2)(C3)OC)C=CC(=C1)OC 2-amino-4-methoxy-N-(3-methoxybicyclo[1.1.1]pentan-1-yl)benzamide